FC(C(=O)O)(F)F.NC=1C=2N(C=C(N1)CC(=O)N(C)C)C(=CN2)C2=C(C=CC(=C2)C(C(F)(F)F)(C)O)C 2-(8-amino-3-(2-methyl-5-(1,1,1-trifluoro-2-hydroxypropan-2-yl)phenyl)imidazo[1,2-a]pyrazin-6-yl)-N,N-dimethylacetamide trifluoroacetate salt